(4-chloro-2-fluoro-phenyl)boronic acid ClC1=CC(=C(C=C1)B(O)O)F